OC1=C(C=C(C=C1)/C=C(/C(=O)O)\C1=CC(=C(C(=C1)OC)OC)OC)OC (E)-3-(4-hydroxy-3-methoxyphenyl)-2-(3,4,5-trimethoxyphenyl)acrylic acid